CS(=O)(=O)OCC1CCC(CC1)CN1CCC(CC1)C=1C=NC(=CC1)NC=1N=CC2=C(N1)N(C(C(=C2C)C(C)=O)=O)C2CCCC2 [4-[[4-[6-[(6-acetyl-8-cyclopentyl-5-methyl-7-oxo-pyrido[2,3-d]pyrimidin-2-yl)amino]-3-pyridyl]-1-piperidyl]methyl]cyclohexyl]methyl methanesulfonate